C(C)C1=CC=CC2=C(C3=CC=CC=C3C=C12)OC(=O)C1C(C2C=CC1C2)C(=O)O 4-ethyl-9-[2-carboxy(3,6-methano-4-cyclohexenyl)]carbonyloxyanthracene